1-{4-[3-(4-Chlorophenyl)-3H-imidazo[4,5-c]pyridin-2-yl]-1,3-oxazol-2-yl}piperazine dihydrochloride Cl.Cl.ClC1=CC=C(C=C1)N1C(=NC2=C1C=NC=C2)C=2N=C(OC2)N2CCNCC2